5-CYCLOPROPOXY-2-FORMYL-N-METHYLISONICOTINAMIDE C1(CC1)OC1=CN=C(C=C1C(=O)NC)C=O